7'-Fluoro-3'-methyl-2'-oxo-1-(3-(trifluoromethoxy)phenyl)-2',3'-dihydrospiro[azetidine-3,1'-pyrrolo[2,3-c]quinolin] FC=1C=CC=2C3=C(C=NC2C1)N(C(C31CN(C1)C1=CC(=CC=C1)OC(F)(F)F)=O)C